N[C@@H](CO)C(=O)[O-].[K+] potassium serinate